(5RS)-5-(Pyrrolidin-1-ylcarbonyl)-2-{[4-(trifluoromethyl)pyridin-2-yl]methyl}-5,6,7,8-tetrahydro[1,2,4]triazolo[4,3-a]pyridin-3(2H)-one N1(CCCC1)C(=O)[C@H]1CCCC=2N1C(N(N2)CC2=NC=CC(=C2)C(F)(F)F)=O |r|